N-(4-((5-cyclopropyl-1H-pyrazol-3-yl)amino)pyrimidin-2-yl)-1-methylpiperidine-4-carboxamide C1(CC1)C1=CC(=NN1)NC1=NC(=NC=C1)NC(=O)C1CCN(CC1)C